C(C)C(CC)C1=NC=2N(C(=C1)N[C@@H]1C[C@H](CC1)NCCN1CCN(CC1)C(=O)OC(C)(C)C)N=CC2 tert-butyl 4-[2-[[(1S,3S)-3-[[5-(1-ethylpropyl)pyrazolo[1,5-a]pyrimidin-7-yl]amino]cyclopentyl]amino]ethyl]piperazine-1-carboxylate